CN1C=C(C(C2=CC=C(C=C12)N1C(CNCC1)=O)=O)CN(CC1=CC(=NC=C1)C)[C@@H]1CN(CCC1)C=1C=NC(=CC1)C 1-methyl-3-({[(3S)-1-(6-methylpyridin-3-yl)piperidin-3-yl][(2-methylpyridin-4-yl)methyl]amino}methyl)-7-(2-oxopiperazin-1-yl)-1,4-dihydroquinolin-4-one